7-(3-chlorobenzyl)-4-(4-ethylbenzyl)-6,7,8,9-tetrahydroimidazo[1,2-a]pyrido[3,4-e]pyrimidin-5(4H)-one ClC=1C=C(CN2CC=3C(N(C=4N(C3CC2)C=CN4)CC4=CC=C(C=C4)CC)=O)C=CC1